2-(2-((2-ethylnonyl)oxy)ethoxy)ethane-1-ol C(C)C(COCCOCCO)CCCCCCC